1-bromo-2,3-difluoro-4-(trifluoromethoxy)benzene BrC1=C(C(=C(C=C1)OC(F)(F)F)F)F